C(C)(=O)O[C@H]([C@@H](CN=[N+]=[N-])OC(C)=O)[C@@H]1O[C@](C[C@@H]([C@H]1NC(COC(C)=O)=O)OC(C)=O)(SC1=CC=C(C=C1)C)C(=O)OC (1R,2R)-1-((2R,3R,4S,6R)-4-acetoxy-3-(2-acetoxyacetamido)-6-(methoxycarbonyl)-6-(p-tolylthio)tetrahydro-2H-pyran-2-yl)-3-azidopropane-1,2-diyl diacetate